N1=NC=CC2=CC=C(C=C12)N1N=C(C(C1=O)C(=O)OC1=CC=C(C=C1)[N+](=O)[O-])C 4-nitrophenyl 1-(cinnolin-7-yl)-3-methyl-5-oxo-4,5-dihydro-1H-pyrazole-4-carboxylate